FC1=C(C=C(C=C1)F)C1=CC=CC=2N1N=C(N2)C(=O)N[C@@H]2C(N(C=1N(CC2)N=CC1)C)=O 5-(2,5-difluorophenyl)-N-[(6S)-4-methyl-5-oxo-7,8-dihydro-6H-pyrazolo[1,5-a][1,3]diazepin-6-yl]-[1,2,4]triazolo[1,5-a]pyridine-2-carboxamide